[N+](=O)([O-])C1=CC=C(COC(C2=C(C=CC=C2)Cl)=O)C=C1 chlorobenzoic acid-4-nitrobenzyl ester